C(CC)(=O)[O-].[Cr+3].C(CC)(=O)[O-].C(CC)(=O)[O-] Chromium(III) Propionate